N-(4-(N-(tert-butyl)sulfamoyl)phenyl)-2-(5-(4-fluorophenyl)-1,3,4-oxadiazol-2-yl)-3-phenylpropionamide C(C)(C)(C)NS(=O)(=O)C1=CC=C(C=C1)NC(C(CC1=CC=CC=C1)C=1OC(=NN1)C1=CC=C(C=C1)F)=O